(E)-3-(3,4-Dichlorophenyl)-1-(2-hydroxy-4-prop-2-ynoxyphenyl)prop-2-en-1-one ClC=1C=C(C=CC1Cl)/C=C/C(=O)C1=C(C=C(C=C1)OCC#C)O